3-bromo-2-methyl-4-oxo-2,4,5,6-tetrahydrocyclopenta[c]pyrrole-1-carboxylic acid ethyl ester C(C)OC(=O)C=1N(C(=C2C1CCC2=O)Br)C